C(C=1C(C(=O)OCCCCCC(C)C)=CC=CC1)(=O)OC(=O)O monocarboxyl isooctyl phthalate